3-amino-4,5-dihydrothiophene-2-carboxylic acid methyl ester COC(=O)C=1SCCC1N